ClC=1C2=CN(N=C2C=CC1C1=NNC2=NC(=CN=C21)N2CC1C(C1CC2)(C2=NOC(=C2)COC)CN)C (3-(3-(4-chloro-2-methyl-2H-indazol-5-yl)-1H-pyrazolo[3,4-b]pyrazin-6-yl)-7-(5-(methoxymethyl)isoxazol-3-yl)-3-azabicyclo[4.1.0]heptan-7-yl)methanamine